bicyclo(2.2.1)heptane C12CCC(CC1)C2